C(C)(C)(C)OC(=O)N1[C@H](CC2=C(C(=C(C=C12)OCCC1=CC=CC=C1)NCC(=O)OC(C)(C)C)F)CN(CCCC(F)F)C(=O)OC(C)(C)C (2R)-6-(Benzylmethoxy)-2-{[(tert-Butoxycarbonyl)(4,4-difluorobutyl)amino]methyl}-5-[(2-tert-butoxy-2-oxoethyl)amino]-4-fluoro-2,3-dihydro-1H-indole-1-carboxylic acid tert-butyl ester